Pyrrolidine hydrochloride salt Cl.N1CCCC1